C12CN(CC(CC1)O2)C2=CC(=C(N=N2)CNC(=O)C2=CC=NN2)N2CC(OCC2)C N-((6-(8-oxa-3-azabicyclo[3.2.1]oct-3-yl)-4-(2-methylmorpholino)pyridazin-3-yl)methyl)-1H-pyrazole-5-carboxamide